CC1(C[C@H](CNC1)N1N=C(C=2C1=NC=NC2N)C2=CC=C(C=C2)OC2=CC=CC=C2)C (R)-1-(5,5-dimethylpiperidin-3-yl)-3-(4-phenoxyphenyl)-1H-pyrazolo[3,4-d]pyrimidin-4-amine